(2S)-benzyl 4-(7-(2-acetoxy-6-fluorophenyl)-2-(methylthio)-6,7-dihydro-5H-pyrano[2,3-d]pyrimidin-4-yl)-2-(cyanomethyl)piperazine-1-carboxylate C(C)(=O)OC1=C(C(=CC=C1)F)C1CCC2=C(N=C(N=C2N2C[C@@H](N(CC2)C(=O)OCC2=CC=CC=C2)CC#N)SC)O1